COC1=NC(=CC=C1NC(=O)C=1C(=NOC1C)C1=CC=CC=C1)C1=CN=C2N1CCN(C2)C (2-methoxy-6-(7-methyl-5,6,7,8-tetrahydroimidazo[1,2-a]pyrazin-3-yl)pyridin-3-yl)-5-methyl-3-phenylisoxazole-4-carboxamide